ClC1=CC=C(C=C1)C1(CC(C1)(OC)OC)C#N 1-(4-chlorophenyl)-3,3-dimethoxycyclobutane-1-carbonitrile